C(#C)C=1CN([C@H]2[C@H](O)[C@H](O)[C@@H](CO)O2)C2=NC=NC(C12)(N)CC 7-ethynyl-6-ethyl-7-deazaadenosine